ClC1=CC=C(C=C1)C1=NN=C(O1)C=1C=CC2=C(NC(=N2)C2=C(C=C(OCC(=O)O)C=C2C)C)C1 (4-{6-[5-(4-chloro-phenyl)-[1,3,4]oxadiazol-2-yl]-1H-benzimidazol-2-yl}-3,5-dimethyl-phenoxy)-acetic acid